OCC(C)(C)C=1C=CC(=NC1)C1=CC=C(CC2=CC=C(C=C2)N2N=C(N=C2C)C(=O)N)C=C1 1-(4-(4-(5-(1-hydroxy-2-methylpropan-2-yl)pyridin-2-yl)benzyl)phenyl)-5-methyl-1H-1,2,4-triazole-3-carboxamide